4-[2-(2-aminopyridin-3-yl)-5-phenylimidazo[4,5-b]pyridin-3-yl]-N-[(3-formyl-4-hydroxyphenyl)methyl]benzamide NC1=NC=CC=C1C1=NC=2C(=NC(=CC2)C2=CC=CC=C2)N1C1=CC=C(C(=O)NCC2=CC(=C(C=C2)O)C=O)C=C1